(3R,5S,E)-7-[2-cyclopropyl-4-(4-fluorophenyl)quinolin-3-yl]-3,5-dihydroxyhept-6-enoic acid methyl ester COC(C[C@@H](C[C@@H](\C=C\C=1C(=NC2=CC=CC=C2C1C1=CC=C(C=C1)F)C1CC1)O)O)=O